ammonium p-chloroxylenol ClC1=CC(C(C=C1)(C)O)C.[NH4+]